C(=O)(O)C(CCCN(CC)CC)NC1=CC=NC2=CC=CC=C12 4-(1-carboxy-4-diethylamino-1-butylamino)quinoline